(R)-5-(1,2-dithiolan-3-yl)pentan-1-yl 4-methylbenzenesulfonate CC1=CC=C(C=C1)S(=O)(=O)OCCCCC[C@H]1SSCC1